CC1=NC=CC(=C1)C1CN(C1)CC(=O)OCC1=CC=CC=C1 benzyl 2-(3-(2-methylpyridin-4-yl)azetidin-1-yl)acetate